Cl.C(C1=CC=CC=C1)(=O)N Benzamide hydrochloride salt